6-bromo-2-chlorobenzothiazole BrC1=CC2=C(N=C(S2)Cl)C=C1